CC(CCOC1=CC=CC2=CC=CC=C12)CCC=C(CC)C 1-((3,7-dimethylnon-6-en-1-yl)oxy)naphthalene